benzyl (2S)-2-(cyanomethyl)-4-[6-[(3-methoxy-1-naphthyl)carbamoyl]-2-[2-(4-methylpiperazin-1-yl)ethylamino]pyrimidin-4-yl]piperazine-1-carboxylate C(#N)C[C@@H]1N(CCN(C1)C1=NC(=NC(=C1)C(NC1=CC(=CC2=CC=CC=C12)OC)=O)NCCN1CCN(CC1)C)C(=O)OCC1=CC=CC=C1